((5-(5-(difluoromethyl)-1,3,4-oxadiazol-2-yl)thiazol-2-yl)methyl)-1H-pyrrolo[2,3-c]pyridin-2-ol FC(C1=NN=C(O1)C1=CN=C(S1)CN1C(=CC=2C1=CN=CC2)O)F